ClC=1C=C(C=C(C1C)OC1CN(CC1)C)NC([O-])=O (3-chloro-4-methyl-5-((1-methylpyrrolidin-3-yl)oxy)phenyl)carbamate